cis-2-butene oxide C[C@@H]1[C@@H](O1)C